ClC1=C(C(=CC(=C1)F)F)N1C=C(C(C2=CC(=C(N=C12)N1C[C@H]([C@@H](C1)O)O)F)=O)C(=O)NC(C)(CC)C 1-(2-chloro-4,6-difluorophenyl)-7-[(3R,4R)-3,4-dihydroxypyrrolidin-1-yl]-6-fluoro-N-(2-methylbut-2-yl)-4-oxo-1,4-dihydro-1,8-naphthyridine-3-carboxamide